(5-(ethoxycarbonyl)-6-(trifluoromethyl)pyridin-3-yl)boronic acid C(C)OC(=O)C=1C=C(C=NC1C(F)(F)F)B(O)O